CC1=CC=NN1CCC(F)(F)F 5-methyl-1-(3,3,3-trifluoropropyl)-1H-pyrazole